4-(5-(isothiazol-4-yl)benzo[d]oxazol-2-yl)picolinic acid S1N=CC(=C1)C=1C=CC2=C(N=C(O2)C2=CC(=NC=C2)C(=O)O)C1